NC1CCC(CC1)NC(=O)C1=C(C=C(C=C1)NC(=O)C=1N(C(=CN1)C=1C(=NNC1)C(F)(F)F)C)Cl N-[4-[(4-aminocyclohexyl)carbamoyl]-3-chlorophenyl]-1-methyl-5-[3-(trifluoromethyl)-1H-pyrazol-4-yl]imidazole-2-carboxamide